C(#N)C=1C=NN2C1C(=CC(=C2)C=2C=NN(C2C)C2CCN(CC2)C(=O)OC(C)(C)C)O[C@H](C)C2CC2 tert-Butyl 4-(4-[3-cyano-4-[(1R)-1-cyclopropylethoxy] pyrazolo[1,5-a]pyridin-6-yl]-5-methylpyrazol-1-yl)piperidine-1-carboxylate